methyl hexatriacontylate (methyl hexatriacontanate) CC(C(=O)O)CCCCCCCCCCCCCCCCCCCCCCCCCCCCCCCCCC.C(CCCCCCCCCCCCCCCCCCCCCCCCCCCCCCCCCCC)(=O)OC